C(C)(C)(C)C1=CC=C(C(=O)P(C2=CC=CC=C2)(C2=CC=CC=C2)=O)C=C1 4-(tert-butyl)-benzoyl-diphenylphosphine oxide